ClC=1C(=C(C(=CC1)C(F)F)C=1N=C(C(=NC1)C(=O)NC=1C=NN(C1)C1(CCC1)C=1C(=NC(=NC1)N1C([C@@H]2C[C@@H]2C1)=O)C)C)F (3-chloro-6-(difluoromethyl)-2-fluorophenyl)-3-methyl-N-(1-(1-(4-methyl-2-((1R,5S)-2-oxo-3-azabicyclo[3.1.0]hex-3-yl)pyrimidin-5-yl)cyclobutyl)-1H-pyrazol-4-yl)pyrazine-2-carboxamide